ClC1=NC=C(C(=N1)C1=C(C=CC=C1)O)Cl (2,5-dichloropyrimidin-4-yl)phenol